OCN1C(C(CCC1=O)N1C(C2=CC(=CC(=C2C1)OC)CO)=O)=O 1-(hydroxymethyl)-3-(6-(hydroxymethyl)-4-methoxy-1-oxoisoindolin-2-yl)piperidine-2,6-dione